(6-chloro-5-methoxy-pyrimidin-4-yl)-1,4-oxazepane ClC1=C(C(=NC=N1)C1OCCCNC1)OC